1'-[3-chloro-2-(trifluoromethyl)phenyl]-2-(2-ethoxypyridin-3-yl)-7-pyrrolidin-3-ylspiro[8H-1,7-naphthyridine-5,4'-piperidine]-6-one ClC=1C(=C(C=CC1)N1CCC2(CC1)C=1C=CC(=NC1CN(C2=O)C2CNCC2)C=2C(=NC=CC2)OCC)C(F)(F)F